C(C)C(C(C(C(=O)O)CC)\C=C\C1=CC=CC=C1)C(=O)O.ClC=1C(=C(C(=CC1)N1N=CC(=C1)C(F)(F)F)C1=CC(=NC=N1)O)F 6-(3-chloro-2-fluoro-6-(4-(trifluoromethyl)-1H-pyrazol-1-yl)phenyl)pyrimidin-4-ol (E)-diethyl-3-styrylpentanedioate